tert-Butyl 5-amino-6-morpholino-spiro[3H-benzofuran-2,4'-piperidine]-1'-carboxylate NC=1C(=CC2=C(CC3(CCN(CC3)C(=O)OC(C)(C)C)O2)C1)N1CCOCC1